[Ho].[Ga] gallium holmium